N(=NC(=O)OC(C)C)C(=O)OC(C)C Diisopropyl diazene-1,2-dicarboxylate